2-(2-cyanophenoxy)-2,2-difluoroacetic acid C(#N)C1=C(OC(C(=O)O)(F)F)C=CC=C1